CC1=NN=C(O1)C1=CC=C(CNC(OC(C)(C)C)=O)C=C1 tert-butyl (4-(5-methyl-1,3,4-oxadiazol-2-yl)benzyl)carbamate